(S)-(3-(1-(4-(4,6-dimethylpyrimidin-5-yl)phenyl)ethyl)-1,2,3-oxadiazol-3-ium-5-yl)((2-(trifluoromethyl)pyridin-4-yl)carbamoyl)amide CC1=NC=NC(=C1C1=CC=C(C=C1)[C@H](C)[N+]1=NOC(=C1)[N-]C(NC1=CC(=NC=C1)C(F)(F)F)=O)C